C(C)OC1=CC(=NC(=N1)C1=CC(=C(C=C1)OC)OCC)C1CB(OC1)O 4-(6-ethoxy-2-(3-ethoxy-4-methoxyphenyl)pyrimidin-4-yl)-1,2-oxaborolan-2-ol